C1(CC1)N1C(=NC(=C1)C(F)(F)F)C1=CC=C(C=C1)CN1C(C(=CC2=C1N=C(N=C2)C=2C(=NC=NC2OC)C2CC2)C(=C)OCC)=O 8-({4-[1-cyclopropyl-4-(trifluoromethyl)imidazol-2-yl]phenyl}methyl)-2-(4-cyclopropyl-6-methoxypyrimidin-5-yl)-6-(1-ethoxyethenyl)pyrido[2,3-d]pyrimidin-7-one